(4-(2,2,2-trifluoroethoxy)phenyl)methylamine FC(COC1=CC=C(C=C1)CN)(F)F